4-cyclohexyl-N-(pyrrolidin-3-yl)-3,4-dihydroquinoxaline-1(2H)-carboxamide C1(CCCCC1)N1CCN(C2=CC=CC=C12)C(=O)NC1CNCC1